ClC=1C(=C(C=CC1)C(C)N1CCC(CC1)(C(=O)O)CC1=NC(=CC=C1F)NC1=NNC(=C1)C)F 1-(1-(3-chloro-2-fluorophenyl)ethyl)-4-((3-fluoro-6-((5-methyl-1H-pyrazol-3-yl)amino)pyridin-2-yl)methyl)piperidine-4-carboxylic acid